tert-Butyl 4-((4-chloro-5-(methylsulfinyl)-2-oxopyridin-1(2H)-yl)methyl)-4-hydroxy-3,3-dimethylpiperidine-1-carboxylate ClC1=CC(N(C=C1S(=O)C)CC1(C(CN(CC1)C(=O)OC(C)(C)C)(C)C)O)=O